N-(2,6-dioxopiperidin-3-yl)-4-[4-(hydroxymethyl)piperidin-1-yl]pyridine-2-carboxamide O=C1NC(CCC1NC(=O)C1=NC=CC(=C1)N1CCC(CC1)CO)=O